(S)-(4-(6-fluoro-1,1-dioxido-2,3-dihydrobenzo[b]thiophen-5-yl)piperazin-1-yl)(5-(methylsulfonyl)-2-((1,1,1-trifluoropropan-2-yl)oxy)phenyl)methanone FC=1C(=CC2=C(S(CC2)(=O)=O)C1)N1CCN(CC1)C(=O)C1=C(C=CC(=C1)S(=O)(=O)C)O[C@H](C(F)(F)F)C